ClC=1C=C2C(=NC(N(C2=CC1OCCO)C)=O)N1CCOCC2=C1C=CC=C2C#CC 6-chloro-7-(2-hydroxyethoxy)-1-methyl-4-(6-(prop-1-yn-1-yl)-2,3-dihydrobenzo[e][1,4]oxazepin-1(5H)-yl)quinazolin-2(1H)-one